C(C)(C)(C)OC(N[C@@H]1[C@H](CC2=CC=CC=C12)OCC=C)=O N-[(1S,2S)-2-(prop-2-en-1-yloxy)-2,3-dihydro-1H-inden-1-yl]carbamic acid tert-butyl ester